C(#N)C1=C(OCC2=NC=CC(=N2)O[C@@H]2C[C@@H](N(CC2)CC2=NC3=C(N2CC2(CC2)CC#N)C=C(C=C3)C(=O)O)C)C=CC(=C1)F 2-{[(2S,4S)-4-({2-[(2-cyano-4-fluorophenoxy)methyl]pyrimidin-4-yl}oxy)-2-methylpiperidin-1-yl]methyl}-1-{[1-(cyanomethyl)cyclopropyl]methyl}-1H-1,3-benzodiazole-6-carboxylic acid